Cl.C(C1=CC=CC=C1)(=O)C=1C(=NC=CC1)C benzoyl-picoline hydrochloride